2-(3-(3-((S)-fluoro(4-methyl-4H-1,2,4-triazol-3-yl)methyl)oxetan-3-yl)phenyl)-6-((S)-1-(3-fluoro-3-methylazetidin-1-yl)ethyl)-4-(trifluoromethyl)isoindolin-1-one F[C@@H](C1(COC1)C=1C=C(C=CC1)N1C(C2=CC(=CC(=C2C1)C(F)(F)F)[C@H](C)N1CC(C1)(C)F)=O)C1=NN=CN1C